ClC1=CC=C(C=C1)C1=C(C=O)C=CC(=C1)SCCC(C(C(C(C(C(C(C(F)(F)F)(F)F)(F)F)(F)F)(F)F)(F)F)(F)F)(F)F 2-(4-chlorophenyl)-4-(3,3,4,4,5,5,6,6,7,7,8,8,9,9,10,10,10-heptadecafluorodecylthio)benzaldehyde